quinoline disodium salt [Na].[Na].N1=CC=CC2=CC=CC=C12